FC1=CC=C(C=C1)C1NC(OC1)=O 4-(4'-fluorophenyl)oxazolidine-2-one